(R)-(-)-1-{(Sp)-2-[bis(3,5-bis-trifluoromethylphenyl)phosphino]ferrocenyl}ethyl-dicyclohexylphosphine FC(C=1C=C(C=C(C1)C(F)(F)F)P(C=1[C-](C=CC1)[C@@H](C)P(C1CCCCC1)C1CCCCC1)C1=CC(=CC(=C1)C(F)(F)F)C(F)(F)F)(F)F.[CH-]1C=CC=C1.[Fe+2]